C(C)(=O)NCCC1=CNC2=CC(=CC=C12)OC(CC)=O propionic acid 3-(2-acetamido ethyl)-1H-indol-6-yl ester